CCCCCCCCCCCC(=O)O[C@H](COC(=O)CCCCCCC/C=C\C/C=C\CCCC)COP(=O)(O)OC[C@H](CO)O 1-(9Z,12Z-heptadecadienoyl)-2-dodecanoyl-glycero-3-phospho-(1'-sn-glycerol)